1-(2-(3,8-diazabicyclo[3.2.1]octan-3-yl)-7-(thiazol-2-yl)-4-(trifluoromethyl)benzo[d]oxazol-5-yl)ethan-1-one C12CN(CC(CC1)N2)C=2OC1=C(N2)C(=C(C=C1C=1SC=CN1)C(C)=O)C(F)(F)F